C(C)(C)(C)C1=CN=CN1 5-tert-Butyl-1H-imidazole